5-(tert-butyl)-N-(4-chlorobenzo[d]isoxazol-3-yl)-2-methoxybenzenesulfonamide undecyl-6-azido-2,2-dimethyl-hexanoate C(CCCCCCCCCC)OC(C(CCCCN=[N+]=[N-])(C)C)=O.C(C)(C)(C)C=1C=CC(=C(C1)S(=O)(=O)NC1=NOC2=C1C(=CC=C2)Cl)OC